NCC(CN1N=NN(C1=O)C1=CC=C(S1)C=1C=CC(N(C1)CC)=O)=C(F)F 5-[5-[4-[2-(aminomethyl)-3,3-difluoro-allyl]-5-oxo-tetrazol-1-yl]-2-thienyl]-1-ethyl-pyridin-2-one